N-((1S)-1-(4-((1,1-dimethyl-2,3-dihydro-1H-inden-2-yl)amino)phenyl)-2,2,2-trifluoroethyl)-2-hydroxy-N-methylacetamide CC1(C(CC2=CC=CC=C12)NC1=CC=C(C=C1)[C@@H](C(F)(F)F)N(C(CO)=O)C)C